(2-(Diphenylphosphino)phenyl)methylamine C1(=CC=CC=C1)P(C1=C(C=CC=C1)CN)C1=CC=CC=C1